FC=1C=C(C=CC1OC1=CC=NC2=CC(=CN=C12)OC)NC(=O)C=1C=NC(=C(C1O)C=1SC=C(C1)C)C N-[3-fluoro-4-[(7-methoxy-1,5-naphthyridin-4-yl)oxy]phenyl]-4-hydroxy-6-methyl-5-(4-methylthiophen-2-yl)pyridine-3-carboxamide